OC=1C=C(C(=O)NCCNC(CN2CCNCCNCCNCC2)=O)C=CC1O 10-(2-((2-(3,4-dihydroxybenzamido)ethyl)amino)-2-oxoethyl)-1,4,7,10-tetraazacyclododecane